NC1=NC(=C2N=CN(C2=N1)[C@H]1C[C@H](C1)COP(=O)(OC1=CC=C(C=C1)Br)N[C@@H](C)C(=O)OC1CCC1)OC Cyclobutyl (((cis-3-(2-amino-6-methoxy-9H-purin-9-yl)cyclobutyl)methoxy)(4-bromophenoxy)phosphoryl)-L-alaninate